C(C#C)NC(=O)C1=NN(C=N1)CC=1SC(=CC1)C1=NOC(=N1)C(F)(F)F N-prop-2-ynyl-1-[[5-[5-(trifluoromethyl)-1,2,4-oxadiazol-3-yl]-2-thienyl]methyl]-1,2,4-triazole-3-carboxamide